C(C)S(=O)(=O)NC=1C=CC(=C(C1)C=1C=C([N+](=C(C1)C)[O-])C)OC1=CC=C(C=C1)F 4-(5-(ethylsulfonylamino)-2-(4-fluorophenoxy)phenyl)-2,6-lutidine 1-oxide